3-(4-((cyclobutylmethyl)sulfonamido)phenyl)-5-(pyrazin-2-ylamino)-1H-pyrazole-4-carboxamide C1(CCC1)CS(=O)(=O)NC1=CC=C(C=C1)C1=NNC(=C1C(=O)N)NC1=NC=CN=C1